2-allylsulfanyl-1-(thiophen-2-yl)propan-1-one tert-butyl-(1s,3s)-3-hydroxycyclobutane-1-carboxylate C(C)(C)(C)OC(=O)C1CC(C1)O.C(C=C)SC(C(=O)C=1SC=CC1)C